C1(CC1)N1C(C=CC=C1)=O 1-cyclopropyl-1,2-dihydropyridin-2-one